tert-butyl N-[(1R)-1-cyclopropyl-4-hydroxy-butyl]carbamate C1(CC1)[C@@H](CCCO)NC(OC(C)(C)C)=O